OS(=O)(=O)C(F)(F)F.NC1CCC(CC1)CC1CCC(CC1)N bis(para-aminocyclohexyl)methane triflate